C(CCCC)[Si](OCCOC)(OCCOC)OCCOC n-pentyl-tris-(2-methoxyethoxy)silane